methyl (S)-2-(1'-(2,2-dimethyltetrahydro-2H-pyran-4-yl)-2'-oxospiro[cyclopropane-1,3'-indolin]-4'-yl)acetate CC1(OCC[C@@H](C1)N1C(C2(C3=C(C=CC=C13)CC(=O)OC)CC2)=O)C